CC1C(CCC2CCC3(C4(CCC5C(CC=6C=NC(=NC6C5(C)C)S(=O)(=O)C)(C4CC=C3C12)C)C)C)C 1,2,6a,6b,9,9,14a-heptamethyl-11-(methylsulfonyl)-1,2,3,4,4a,5,6,6a,6b,7,8,8a,9,14,14a,14b,15,16b-octadecahydrochryseno[1,2-g]Quinazolin